BrC1=C2CC(NC2=CC=C1)=O 4-Bromoindoline-2-one